N-methyl-acetohydrazide CN(N)C(C)=O